C(=C)N1C(OC(C1)C)=O N-vinyl-5-methylOxazolidinone